N1=NC(=CC2=C1C1=C(CCC2)N=CC=C1)N1N=C(N=C1N)NC=1C=CC2=C(CC[C@H](CC2)N(CC2CC2)CC2CC2)C1 1-(6,7-dihydro-5H-pyrido[2',3':6,7]cyclohepta[1,2-c]pyridazin-3-yl)-N3-((7S)-7-(di(cyclopropylmethyl)amino)-6,7,8,9-tetrahydro-5H-benzo[7]annulene-2-yl)-1H-1,2,4-triazole-3,5-diamine